BrC1=C(C=O)C=C(C=C1C=O)C(C)(C)C 2-bromo-5-tert-butylisophthalaldehyde